C(#N)[C@@H]1N(CCC2=C1C(=NN2C2=CC=C(C=C2)C(C)C)CC(=O)OC)C(=O)OC(C)(C)C |r| tert-butyl (rac)-4-cyano-1-(4-isopropylphenyl)-3-(2-methoxy-2-oxoethyl)-1,4,6,7-tetrahydro-5H-pyrazolo[4,3-c]pyridine-5-carboxylate